5-(trifluoromethyl)-1,3,4-thiadiazol FC(C1=NN=CS1)(F)F